NCCCCCCNCCC[SiH2]O N-(6-aminohexyl)aminopropyl-silanol